ClC1=C(C=C(OCC(CNN2CCC(CC2)NC(OC(C)(C)C)=O)O)C=C1)F tert-butyl (1-((3-(4-chloro-3-fluorophenoxy)-2-hydroxypropyl)amino) piperidin-4-yl)carbamate